OC=1C=C(C=C(C1O)O)CC(=O)O 2-(3,4,5-trihydroxyphenyl)acetic acid